(1R,3R)-5-(2-((1R,3aS,7aR,E)-1-((S)-1-(4-(difluoromethyl)piperidin-1-yl)propan-2-yl)-7a-methyl-octahydro-4H-inden-4-ylidene)ethylidene)cyclohexane-1,3-diol FC(C1CCN(CC1)C[C@@H](C)[C@H]1CC[C@H]2\C(\CCC[C@]12C)=C\C=C1C[C@H](C[C@@H](C1)O)O)F